FC=1C(=C(C=C(C1)CC(C)C)N1C(C(N(CC1)CC=1N=NC=CC1)C)C)C=1N=NNN1 3-[[4-[3-fluoro-5-isobutyl-2-(2H-tetrazol-5-yl)phenyl]-2,3-dimethyl-piperazin-1-yl]methyl]pyridazine